8-[5-(5-chloro-2-methoxypyridin-4-yl)-1H-pyrazole-3-carbonyl]-N-[(3-chlorophenyl)methyl]-3-cyano-8-azabicyclo[3.2.1]octane-3-carboxamide ClC=1C(=CC(=NC1)OC)C1=CC(=NN1)C(=O)N1C2CC(CC1CC2)(C(=O)NCC2=CC(=CC=C2)Cl)C#N